2-methyl-6-(1H-pyrazol-4-yl)pyridine CC1=NC(=CC=C1)C=1C=NNC1